(3R)-3-{[8-(difluoromethyl)-9-methyl-2-(1-methyl-1H-pyrazol-4-yl)[1,2,4]triazolo[1,5-c]quinazolin-5-yl]amino}azepin-2-one FC(C=1C(=CC=2C=3N(C(=NC2C1)NC=1C(N=CC=CC1)=O)N=C(N3)C=3C=NN(C3)C)C)F